C12(CCCC2C1)C=1C(=NN2C1NC(=C(C2=O)C2=CC=C(C=C2)OC)C)C2=CC=CC=C2 3-(bicyclo[3.1.0]hex-1-yl)-6-(4-methoxyphenyl)-5-methyl-2-phenylpyrazolo[1,5-a]pyrimidin-7(4H)-one